1,3-bisPhenylbenzimidazolium-2-carboxylate C1(=CC=CC=C1)[N+]1=C(N(C2=C1C=CC=C2)C2=CC=CC=C2)C(=O)[O-]